OC[C@@H](CC(C)C)NC1=NC(=NC(=N1)CC(C)C1=CC=C(C=C1)C1CCOCC1)NS(=O)(=O)C N-(4-(((R)-1-hydroxy-4-methylpent-2-yl)amino)-6-(2-(4-(tetrahydro-2H-pyran-4-yl)phenyl)propyl)-1,3,5-triazin-2-yl)methanesulfonamide